4-(3-cyclopropylthioureido)benzenesulphonamide C1(CC1)NC(NC1=CC=C(C=C1)S(=O)(=O)N)=S